PC(C(=O)O)=C phosphinoacrylic acid